7-bromo-3-((4-hydroxypiperidin-4-yl)methyl)quinazolin-4(3H)-one BrC1=CC=C2C(N(C=NC2=C1)CC1(CCNCC1)O)=O